3-(((7-Bromo-2,3-dihydrofuro[3,2-c]pyridin-4-yl)amino)methyl)-2-fluoro-N-methylbenzamide BrC=1C2=C(C(=NC1)NCC=1C(=C(C(=O)NC)C=CC1)F)CCO2